2-(((2s,4s,6s)-6-((5-(3,4-difluorophenyl)-1,3,4-oxadiazol-2-yl)amino)spiro[3.3]heptan-2-yl)oxy)nicotinamide FC=1C=C(C=CC1F)C1=NN=C(O1)NC1CC2(CC(C2)OC2=C(C(=O)N)C=CC=N2)C1